N-(4-bromopyridin-2-yl)-3-(morpholin-4-yl)propionamide BrC1=CC(=NC=C1)NC(CCN1CCOCC1)=O